7-methyl-5-(4-(2-(pyrrolidin-1-yl)ethoxy)phenyl)-6-(3-aza-spiro[5.5]undec-8-en-9-yl)-7H-pyrrolo[2,3-d]pyrimidin-4-amine CN1C(=C(C2=C1N=CN=C2N)C2=CC=C(C=C2)OCCN2CCCC2)C2=CCC1(CCNCC1)CC2